N[C@@H]1C2=CC=CC=C2CC12CCN(CC2)C=2NC(C1=C(N2)NN=C1C1(CC1)C1=CC=C(C#N)C=C1)=O (S)-4-(1-(6-(1-amino-1,3-dihydrospiro[indene-2,4'-piperidin]-1'-yl)-4-oxo-4,5-dihydro-1H-pyrazolo[3,4-d]pyrimidin-3-yl)cyclopropyl)benzonitrile